5-(4-Methyl-piperazin-1-ylmethyl)-oxazol CN1CCN(CC1)CC1=CN=CO1